NC1=NC(=C(C(=N1)N[C@H](CCOC)CCCC)CC=1C=C(C=CC1OC)CO)C (S)-(3-((2-amino-4-((1-methoxyhept-3-yl)amino)-6-methylpyrimidin-5-yl)methyl)-4-methoxy-phenyl)methanol